(2S)-pyrrolidine-1,2-dicarboxylic acid 1-chloromethyl 2-methyl ester COC(=O)[C@H]1N(CCC1)C(=O)OCCl